1-((1S,4aS,4bR,6aR,9S,11aS,11bS,13aS)-9-hydroxy-9,11a,13a-trimethyloctadecahydro-1H-cyclohepta[a]phenanthren-1-yl)ethanone O[C@]1(CC[C@@H]2[C@@]([C@H]3CC[C@@]4([C@H](CCC[C@H]4[C@@H]3CC2)C(C)=O)C)(CC1)C)C